CN(CCOC=1C=CC(=C(C(=O)NC2(CC2)C2=CC(=CC3=CC=CC=C23)SCC)C1)C)C 5-(2-(Dimethylamino)ethoxy)-N-(1-(3-(ethylthio)naphthalen-1-yl)cyclopropyl)-2-methylbenzamide